3,5-diamino-4-phenoxybenzoic acid methyl ester COC(C1=CC(=C(C(=C1)N)OC1=CC=CC=C1)N)=O